isopropyl 3-(3-acrylamido-5-fluoro-4-methylphenyl)-2-(4-((dimethylamino)methyl)phenyl)-1H-pyrrolo[2,3-b]pyridine-5-carboxylate C(C=C)(=O)NC=1C=C(C=C(C1C)F)C1=C(NC2=NC=C(C=C21)C(=O)OC(C)C)C2=CC=C(C=C2)CN(C)C